2-(4-(6-Chloro-3-(4-(4-chloro-3,5-dimethylphenyl)butyl)-1-(pyridin-3-ylmethyl)-7-(1,3,5-trimethyl-1H-pyrazol-4-yl)-1H-indole-2-carbonyl)piperazin-1-yl)benzoic Acid ClC1=CC=C2C(=C(N(C2=C1C=1C(=NN(C1C)C)C)CC=1C=NC=CC1)C(=O)N1CCN(CC1)C1=C(C(=O)O)C=CC=C1)CCCCC1=CC(=C(C(=C1)C)Cl)C